Ethyl 2-fluoro-4-(2-methoxyphenyl)-5-(naphthalen-2-yl)-5-oxopentanoate FC(C(=O)OCC)CC(C(=O)C1=CC2=CC=CC=C2C=C1)C1=C(C=CC=C1)OC